3-(difluoromethyl)-5-[2-fluoro-6-[5-(2,2,2-trifluoroethoxy)pyrimidin-2-yl]oxy-phenyl]isoxazole FC(C1=NOC(=C1)C1=C(C=CC=C1OC1=NC=C(C=N1)OCC(F)(F)F)F)F